N-(5-(4-aminophenyl)thiazol-2-yl)-1-cyanopyrrolidine-3-carboxamide NC1=CC=C(C=C1)C1=CN=C(S1)NC(=O)C1CN(CC1)C#N